BrC=1C(=NC(=NC1)NC1=C(C=C(C(=C1)CC)N1CCNCC1)OC)NC=1C(=C2N=CC=NC2=CC1)NS(=O)(=O)C N-(6-((5-bromo-2-((5-ethyl-2-methoxy-4-(piperazin-1-yl)phenyl)amino)pyrimidin-4-yl)amino)quinoxalin-5-yl)methanesulfonamide